(1H-indol-3-yl)-1-((1-3-methoxyphenyl-azetidin-3-yl)methyl)-3,3-dimethyl-2-oxoindoline-6-carboxamide N1C=C(C2=CC=CC=C12)C1=C2C(C(N(C2=CC(=C1)C(=O)N)CC1CN(C1)C1=CC(=CC=C1)OC)=O)(C)C